NC1=C2C(=NC=N1)N(N=C2C2=CC=C(C=1N2C=CN1)NC(=O)NC1=NOC(=C1)C1(CC1)C(F)(F)F)C1CN(C1)C 1-(5-(4-amino-1-(1-methyl-azetidin-3-yl)-1H-pyrazolo-[3,4-d]pyrimidin-3-yl)-imidazo[1,2-a]pyridin-8-yl)-3-(5-(1-(trifluoromethyl)cyclopropyl)isoxazol-3-yl)urea